8-(4-trans-Amino-cyclohexylamino)-6-pyridin-4-yl-imidazo[1,2-a]pyrazine-2-carboxylic acid amide NN(C=1C=2N(C=C(N1)C1=CC=NC=C1)C=C(N2)C(=O)N)C2CCCCC2